1-(5-(3-(3,4-dichlorophenyl)-1,2,4-oxadiazol-5-yl)-2-azabicyclo[2.2.1]heptan-2-yl)-2-(3-methyl-1,2,4-oxadiazol-5-yl)ethan-1-one ClC=1C=C(C=CC1Cl)C1=NOC(=N1)C1C2CN(C(C1)C2)C(CC2=NC(=NO2)C)=O